2-bromo-N-methyl-4,7-dihydro-5H-thieno[2,3-c]pyran-4-amine BrC1=CC2=C(COCC2NC)S1